C(C1=CC=CC=C1)N1C(CCC2=CC(=CC=C12)NC(=O)NC(C)(C)C)=O 1-(1-benzyl-2-oxo-1,2,3,4-tetrahydroquinolin-6-yl)-3-(tert-butyl)urea